(S)-4-Iodo-6-((5-oxopyrrolidin-2-yl)methoxy)pyrido[3,4-g]isoquinolin-1(2H)-one IC1=CNC(C2=CC=3C=CN=C(C3C=C21)OC[C@H]2NC(CC2)=O)=O